C1(CCCCC1)P(C1=C(C=CC=C1)C1=C(C=CC=C1C(C)C)C(C)C)C1CCCCC1 2-dicyclohexylphosphino-2',6'-diisopropylbiphenyl